C1CC(N(C1)C2=CC=CC=C2)(CO)C3=CC=CC=C3 Diphenyl-2-pyrrolidinemethanol